C(=C)P([O-])(=O)C1=CC=CC=C1.[Na+] sodium vinylphenylphosphinate